(E)-4-(3-hydroxy-2-isopropyl-5-styrylphenoxy)-4-oxobutanoic acid OC=1C(=C(OC(CCC(=O)O)=O)C=C(C1)\C=C\C1=CC=CC=C1)C(C)C